3-[({6-[(6-methylpyridin-2-yl)oxy]-1,2,3,4-tetrahydronaphthalen-1-yl}methyl)amino]pyridine-4-carboxylic acid methyl ester COC(=O)C1=C(C=NC=C1)NCC1CCCC2=CC(=CC=C12)OC1=NC(=CC=C1)C